7-chloro-6-[{4-methyl-6-(methylamino)pyrimidin-2-ylamino}chroman-8-yl]-1-methyl-2,3,4,7-tetrahydroazepin-3-ol ClC1C(=CCC(CN1C)O)C=1C=CC=C2CCC(OC12)NC1=NC(=CC(=N1)C)NC